5-(pyridin-2-yl)-1,3,4-thiadiazole-2-carboxylic acid ethyl ester C(C)OC(=O)C=1SC(=NN1)C1=NC=CC=C1